BrC1=C(C=C(C=C1)C)\C=C(\C(F)(F)F)/C1=C(OC2=C1C=C(C=C2)C)C(F)(F)F (E)-3-(1-(2-bromo-5-methylphenyl)-3,3,3-trifluoroprop-1-en-2-yl)-5-methyl-2-(trifluoromethyl)benzofuran